4-(1H-imidazole-1-carbonyl)piperazin-2-one N1(C=NC=C1)C(=O)N1CC(NCC1)=O